2-[(2R)-3-(3,4-dihydro-1H-isoquinolin-2-yl)-2-hydroxypropyl]-6-[[1-(2-fluoroethyl)-3-piperidinyl]oxy]-3,4-dihydroisoquinolin-1-one C1N(CCC2=CC=CC=C12)C[C@H](CN1C(C2=CC=C(C=C2CC1)OC1CN(CCC1)CCF)=O)O